C(=O)(O)CC=1C(=C(C(=O)NC2=CC(=NC=C2)C(=O)O)C=C(C1)O)O 4-(3-(carboxymethyl)-2,5-dihydroxybenzoylamino)picolinic acid